The molecule is a seco-androstane that is 9,10-secoandrostane which is substituted by hydroxy groups at position 3, 4 and 17 and an oxo group at position 9 and in which the A-ring is aromatic. It has a role as a bacterial metabolite. It is a seco-androstane, a cyclic ketone and a member of catechols. CC1=C(C(=C(C=C1)O)O)CCC2[C@@H]3CCC([C@]3(CCC2=O)C)O